Cl.C(C)C(=O)O.N[C@H](C)C1=CC(=C2C=CNC2=C1)C(F)F (R)-6-(1-aminoethyl)-4-(difluoromethyl)-1H-indole 1-Ethyl-formate hydrochloride